N-((cis-3-(6-((6-methoxy-2-methyl-1,2,3,4-tetrahydroisoquinolin-7-yl)amino)-1H-pyrazolo[3,4-d]pyrimidin-1-yl)cyclobutyl)methyl)methanesulfonamide COC=1C=C2CCN(CC2=CC1NC1=NC=C2C(=N1)N(N=C2)[C@H]2C[C@H](C2)CNS(=O)(=O)C)C